tert-butyl 3-(1-((3-(2-aminoethoxy)-5,7-dimethyladamantan-1-yl)methyl)-5-methyl-1H-pyrazol-4-yl)-6-(8-(thiazolo[5,4-b]pyridin-2-ylcarbamoyl)-3,4-dihydroisoquinolin-2(1H)-yl)picolinate NCCOC12CC3(CC(CC(C1)(C3)C)(C2)C)CN2N=CC(=C2C)C=2C(=NC(=CC2)N2CC3=C(C=CC=C3CC2)C(NC=2SC3=NC=CC=C3N2)=O)C(=O)OC(C)(C)C